(Propan-2-ylamino)formic acid CC(C)NC(=O)O